CC1=NOC(=C1C1=CC2=C(N(C(=N2)[C@@H]2CCC(N2C=2C=NC(=C(C2)F)OC)=O)C2CCS(CC2)(=O)=O)C=C1)C (S)-5-(5-(3,5-dimethylisoxazol-4-yl)-1-(1,1-dioxidotetrahydro-2H-thiopyran-4-yl)-1H-benzo[d]imidazol-2-yl)-1-(5-fluoro-6-methoxypyridin-3-yl)pyrrolidin-2-one